4-chloro-2-iodo-1-naphthalenecarbonitrile ClC1=CC(=C(C2=CC=CC=C12)C#N)I